CC1(CCC2=CC(=CC=C12)B1OC(C(O1)(C)C)(C)C)C 2-(1,1-dimethyl-2,3-dihydro-1H-inden-5-yl)-4,4,5,5-tetramethyl-1,3,2-dioxaborolane